C1CCC12CCCC2 spiro[3.4]octan